C(C)(=O)NC1=NC(=NC(=C1C(=O)N[C@@H](C)\C=C\S(=O)(=O)C)OC1=CC=CC=C1)C1CCCC1 (S,E)-4-acetamido-2-cyclopentyl-N-(4-(methylsulfonyl)but-3-en-2-yl)-6-phenoxypyrimidine-5-carboxamide